NC1CC(OC(C1)C)C 4-amino-2,6-dimethyloxane